IC=1C=C2C(=NN(C2=CC1)C1OCCCC1)C=1N(C2=CC=CC=C2C1)C(=O)OC(C)(C)C tert-Butyl 2-(5-iodo-1-(tetrahydro-2H-pyran-2-yl)-1H-indazol-3-yl)-1H-indole-1-carboxylate